N2-(5-(1H-pyrazol-4-yl)-thiazolo[5,4-b]pyridin-2-yl)-N4-(2-methoxyethyl)-N4-methylpyridine-2,4-diamine N1N=CC(=C1)C1=CC=C2C(=N1)SC(=N2)NC2=NC=CC(=C2)N(C)CCOC